1-(2-Aminoethyl)-4-methylpiperazine NCCN1CCN(CC1)C